(2-methyl-2H-indazol-6-yl)methan-d2-ol CN1N=C2C=C(C=CC2=C1)C(O)([2H])[2H]